N1C=NC=2C(=NC=CC21)N imidazo[4,5-c]pyridine-4-amine